2'-(2-Chloro-5-fluoropyrimidin-4-yl)-1',5'-dimethyl-5',6'-dihydrospiro[cyclopentane-1,7'-pyrrolo[3,2-c]pyridin]-4'(1'H)-one ClC1=NC=C(C(=N1)C1=CC=2C(N(CC3(C2N1C)CCCC3)C)=O)F